(s)-(2,3-dichlorophenyl)(3-(4-[11C]methoxypyridin-2-yl)-6-methyl-5,6-dihydro-[1,2,4]triazolo[4,3-a]pyrazin-7(8H)-yl)methanon ClC1=C(C=CC=C1Cl)C(=O)N1CC=2N(C[C@@H]1C)C(=NN2)C2=NC=CC(=C2)O[11CH3]